O=C1NC(CCC1C1=C(C=C(CN2CCN(CC2)CC2=CC=C(C(=O)NC3=CC(=C(C=C3)C)NC3=NC=CC(=N3)C=3C=NC=CC3)C=C2)C=C1)F)=O 4-((4-(4-(2,6-dioxopiperidin-3-yl)-3-fluorobenzyl)piperazin-1-yl)methyl)-N-(4-methyl-3-((4-(pyridin-3-yl)pyrimidin-2-yl)amino)phenyl)benzamide